NC1=CC=C(C=N1)C=1C=C(C(=O)NC=2N(C=C(N2)CCCCN2C(CCC2)=O)C2=CC=CC=C2)C=CC1 3-(6-Aminopyridin-3-yl)-N-(4-(4-(2-oxopyrrolidin-1-yl)butyl)-1-phenyl-1H-imidazol-2-yl)benzamide